C(CCCCCCCCCCCCCCCCC)(=O)SCCNC(CCNC([C@@H](C(COP(OP(OC[C@@H]1[C@H]([C@H]([C@@H](O1)N1C=NC=2C(N)=NC=NC12)O)OP(=O)(O)O)(=O)O)(=O)O)(C)C)O)=O)=O anti-Stearoyl-CoA